2,5-di-Methyl-2,5-bis(tert-butylperoxy)hexane CC(C)(CCC(C)(OOC(C)(C)C)C)OOC(C)(C)C